4-(8-((5-chloro-6-fluoro-1-(tetrahydro-2H-pyran-2-yl)-1H-indazol-4-yl)oxy)-3-cyano-2-hydroxy-1,7-naphthyridin-4-yl)piperazine-1-carboxylic acid tert-butyl ester C(C)(C)(C)OC(=O)N1CCN(CC1)C1=C(C(=NC2=C(N=CC=C12)OC1=C2C=NN(C2=CC(=C1Cl)F)C1OCCCC1)O)C#N